2-bromo-5-(ethoxyethyl)-phenylcarbonate BrC1=C(C=C(C=C1)CCOCC)OC([O-])=O